2,2-dimethyl-3-pentylcyclobutanone CC1(C(CC1CCCCC)=O)C